C(C)(C)N1CCCC1 (3R)-1-isopropylpyrrolidin